4-(3-oxo-5,6,7,8-tetrahydro[1,2,4]triazolo[4,3-a]pyridin-2(3H)-yl)-2-[(2S)-pentan-2-yloxy]benzamid O=C1N(N=C2N1CCCC2)C2=CC(=C(C(=O)N)C=C2)O[C@@H](C)CCC